2-[2-({4-benzyl-5-[1-(dimethylamino)propyl]-4H-1,2,4-triazol-3-yl}sulfanyl)acetamido]-4H,5H,6H-cyclopenta[b]thiophene-3-carboxamide C(C1=CC=CC=C1)N1C(=NN=C1C(CC)N(C)C)SCC(=O)NC1=C(C2=C(S1)CCC2)C(=O)N